2,4-DIHYDROXYBENZALDEHYDE OC1=C(C=O)C=CC(=C1)O